C(C(C)C)(=O)OC1=C(C=NC2=CC=C(C=C2)Cl)C=C(C=C1OC(C(C)C)=O)Br N-(2,3-bis(isobutyryl-oxy)-5-bromobenzylidene)-4-chlorobenzen-amine